N[C@@H](C(=O)OC)C1=CC=C(C=C1)O methyl (R)-2-amino-2-(4-hydroxyphenyl)acetate